C1=CC(=CC2=NC3=CC=CC=C3C=C12)N1N=CC(=C1)C(=O)NCC1=NC=CC=C1F 1-(acridin-3-yl)-N-[(3-fluoropyridin-2-yl)methyl]-1H-pyrazole-4-carboxamide